FC1=C(CC2=C(C(=C3CN(C(C3=C2)=O)[C@H]2[C@@H](CCC2)O)C)C)C=CC(=C1)C1=NN(C=C1)C |r| rac-6-(2-fluoro-4-(1-methyl-1H-pyrazol-3-yl)benzyl)-2-(trans-2-hydroxycyclopentyl)-4,5-dimethylisoindolin-1-one